FC1=C(CC2(CCC2)CNC(=O)C2=NN(C(N2)=O)C)C=CC(=C1)F N-((1-(2,4-difluorobenzyl)cyclobutyl)methyl)-1-methyl-5-oxo-4,5-dihydro-1H-1,2,4-triazole-3-carboxamide